CC1(N(CCOC1)C1=CC(=NC(=C1)C1=NC=NC(=N1)N1C2COCC1COC2)N)C 4-(3,3-dimethylmorpholin-4-yl)-6-(3,7-dioxa-9-azabicyclo[3.3.1]nonan-9-yl-1,3,5-triazin-2-yl)pyridin-2-amine